1-(5-(5-chloro-2-methoxypyridin-4-yl)-1H-pyrazole-3-carbonyl)-N-(1-methyl-2-oxo-1,2,5,6,7,8-hexahydroquinolin-5-yl)piperidine-4-carboxamide ClC=1C(=CC(=NC1)OC)C1=CC(=NN1)C(=O)N1CCC(CC1)C(=O)NC1C=2C=CC(N(C2CCC1)C)=O